CN(C1=C(C(=O)NCC2=CC=NC=C2)C=C(C=C1)[N+](=O)[O-])C 2-(dimethylamino)-5-nitro-N-(pyridin-4-ylmethyl)benzamide